BrC=1C=C(C(=NC1)N[C@@H]1C[C@H](CC1)NC(OC(C)(C)C)=O)F tert-butyl ((1S,3S)-3-((5-bromo-3-fluoropyridin-2-yl)amino)cyclopentyl)carbamate